1-(6,7-Dichloro-10-(1H-pyrazol-4-yl)-3,4-dihydropyrazino[1,2-a]indol-2(1H)-yl)-2-(1,4-dioxepan-6-yl)ethan-1-one ClC1=C(C=CC=2C(=C3N(C12)CCN(C3)C(CC3COCCOC3)=O)C=3C=NNC3)Cl